4-((2-(didodecylamino)ethyl)(dodecyl)amino)butan-1-ol C(CCCCCCCCCCC)N(CCN(CCCCO)CCCCCCCCCCCC)CCCCCCCCCCCC